7-(4,6-Dimethyl-[1,3]thiazolo[5,4-c]pyridin-2-yl)-5-fluoro-3-(piperidin-4-yl)cinnoline formate salt C(=O)O.CC1=NC(=CC2=C1SC(=N2)C2=CC(=C1C=C(N=NC1=C2)C2CCNCC2)F)C